N-(4-(5-cyano-2,2-dimethyl-2,3-dihydro-1H-pyrrolizin-7-yl)pyridin-2-yl)-2-(6-(2-hydroxypropan-2-yl)pyridin-2-yl)propionamide C(#N)C=1N2CC(CC2=C(C1)C1=CC(=NC=C1)NC(C(C)C1=NC(=CC=C1)C(C)(C)O)=O)(C)C